racemic-((5S,7R)-7-((tert-butyldimethylsilyl)oxy)-5-(3-chloropyridin-2-yl)-6,7-dihydro-5H-pyrrolo[1,2-b][1,2,4]triazol-2-yl)(cyclopropyl)methanone [Si](C)(C)(C(C)(C)C)O[C@@H]1C[C@H](N2N=C(N=C21)C(=O)C2CC2)C2=NC=CC=C2Cl |r|